C[C@H](C1=CC=C(C=C1)CC(C)C)C(=O)O (R,S)-ibuprofen